L-phenylalanyl-decylamine hydrochloride Cl.N[C@@H](CC1=CC=CC=C1)C(=O)NCCCCCCCCCC